NC(C(=O)NC1CCC=2C=3C1=C1C(=NC3C=C(C2C)F)C2=CC3=C(C(N2C1)=O)COC(C3(O)CC)=O)CN 2,3-diamino-N-(9-ethyl-5-fluoro-9-hydroxy-4-methyl-10,13-dioxo-2,3,9,10,13,15-hexahydro-1H,12H-benzo[de]pyrano[3',4':6,7]indolizino[1,2-b]quinolin-1-yl)propanamide